C(CCC)N(C(=O)NC=1C(=CC(=C(C(=O)N)C1)F)F)C1CCN(CC1)CC=1C(=NC(=CC1)OC1=CC=C(C=C1)C(=O)N1CCC(CC1)O)C 5-[(butyl-{1-[(6-{4-[(4-hydroxy-1-piperidinyl)carbonyl]phenoxy}-2-methyl-3-pyridinyl)methyl]-4-piperidinyl}carbamoyl)amino]-2,4-difluorobenzamide